C(C)OC1=C(C=CC=C1)C=1NCC2=C(N1)C(=NN2C)CCC 5-(2-ethoxyphenyl)-1-methyl-3-n-propyl-1,6-dihydro-7H-pyrazolo[4,3-D]-pyrimidine